6-[4-[[3-Ethoxy-5-(3-hydroxyphenyl)phenyl]methyl]piperazin-1-yl]-N-[3-nitro-4-(2-phenylsulfanylethylamino)phenyl]sulfonylpyridazine-3-carboxamide C(C)OC=1C=C(C=C(C1)C1=CC(=CC=C1)O)CN1CCN(CC1)C1=CC=C(N=N1)C(=O)NS(=O)(=O)C1=CC(=C(C=C1)NCCSC1=CC=CC=C1)[N+](=O)[O-]